C(CCCCC)(=O)OC(CCCCC)CCCCC Undec-6-yl Hexanoate